C(=O)[O-].C1C=CC=C1.[CH-]1C=CC=C1.[Fe+2] ferrocenium formate